C(CCC)OC(CCCCC[Cu]CCCCCC(OCCCC)OCCCC)OCCCC.[Li] lithium bis[6,6-dibutoxyhexyl]copper